N-(4-(3-amino-7-(pyrazolo[1,5-a]pyrimidin-5-yl)-1H-pyrazolo[4,3-c]pyridin-4-yl)benzyl)-5-fluoro-2-methoxybenzamide NC1=NNC2=C1C(=NC=C2C2=NC=1N(C=C2)N=CC1)C1=CC=C(CNC(C2=C(C=CC(=C2)F)OC)=O)C=C1